C(C)C(CCC=CC=C)=CCCC=C(CCCCCC)CC 7,12-diethyloctadecadiene-7,11-diene